OC1CC2=CC=C(C=C2C1)C1CCN(CC1)C1=C(C(N(C2=CC=CC=C12)C)=O)C(=O)N 4-[4-(2-hydroxy-2,3-dihydro-1H-inden-5-yl)piperidin-1-yl]-1-methyl-2-oxo-1,2-dihydroquinoline-3-carboxamide